isopentenoate C(C=C(C)C)(=O)[O-]